(+)-δ-Tocopherol CC1=CC(=CC2=C1O[C@](CC2)(C)CCC[C@H](C)CCC[C@H](C)CCCC(C)C)O